2-Chloro-6-(2-(3-methylbenzylidene)hydrazinyl)-9-(5-methylpyridin-3-yl)-9H-purine ClC1=NC(=C2N=CN(C2=N1)C=1C=NC=C(C1)C)NN=CC1=CC(=CC=C1)C